6-hydroxy-8-{1-hydroxy-2-[2-(4-methoxyphenyl)-1,1-dimethyl-ethylamino]-ethyl}-4H-benzo[1,4]oxazin-3-one OC=1C=C(C2=C(NC(CO2)=O)C1)C(CNC(CC1=CC=C(C=C1)OC)(C)C)O